CC=1[C@@H]2C[C@H](C[C@H](C1)N2C)OC2=CC=C(N=N2)C2=C(C=C(C=C2)N2C=NC=C2)O 2-(6-(((1R,3S,5S)-6,8-dimethyl-8-azabicyclo[3.2.1]oct-6-en-3-yl)oxy)pyridazin-3-yl)-5-(1H-imidazol-1-yl)phenol